CC1=CN=C(S1)N1C=CC=C1 1-(5-methylthiazol-2-yl)-1H-pyrrole